4-(cyclohexylamino)-2-((5-fluoro-2-methoxy-4-(1-methyl-1H-pyrazol-5-yl)phenyl)amino)-7H-pyrrolo[2,3-d]pyrimidine-5-carbonitrile C1(CCCCC1)NC=1C2=C(N=C(N1)NC1=C(C=C(C(=C1)F)C1=CC=NN1C)OC)NC=C2C#N